[2-[(5-Nitro-1,3-thiazol-2-yl)carbamoyl]phenyl]ethanoate [N+](=O)([O-])C1=CN=C(S1)NC(=O)C1=C(C=CC=C1)CC(=O)[O-]